CC(CCCC/C=C/C=O)C (E)-8-Methyl-2-nonenal